5-cyclopropyl-1-(3-(2-(dimethylamino)ethyl)benzyl)-N3-methyl-2-oxo-1,2-dihydropyridine-3,5-dicarboxamide C1(CC1)C1(C=C(C(N(C1)CC1=CC(=CC=C1)CCN(C)C)=O)C(=O)NC)C(=O)N